C(C)OC1=NC(=C(C(=O)N2C[C@H](N(CC2)C2=C(CNS(=O)(=O)C3=C(C=CC=C3)[N+](=O)[O-])C=C(C=C2)C=2C(=NC=CC2)OCC)CC)C=C1)C(F)(F)F (R)-N-(2-(4-(6-ethoxy-2-(trifluoromethyl)nicotinoyl)-2-ethylpiperazin-1-yl)-5-(2-ethoxypyridin-3-yl)benzyl)-2-nitrobenzenesulfonamide